C(C)(C)(C)[Si](OCCN1N=C(C=C1C(C)O)OC(C)C)(C)C 1-[2-[2-[tert-butyl-(dimethyl)silanyl]oxyethyl]-5-isopropoxy-pyrazol-3-yl]ethanol